OCCOC=1C=C2CNC(C2=CC1)=O 5-(2-hydroxyethoxy)-2,3-dihydro-1H-isoindol-1-one